N-(2-oxo-2-(4-((1s,4s)-4-phenylcyclohexyl)hexahydropyrrolo[3,2-b]pyrrol-1(2H)-yl)ethyl)-3-(trifluoromethyl)benzamide O=C(CNC(C1=CC(=CC=C1)C(F)(F)F)=O)N1C2C(CC1)N(CC2)C2CCC(CC2)C2=CC=CC=C2